N-(8-Fluoro-6-oxo-1,4,5,6-tetrahydro-2H-pyrano[3,4-c]isoquinolin-1-yl)-N-methyl-2,3-dihydro-1H-indene-5-carboxamide FC=1C=CC=2C3=C(NC(C2C1)=O)COCC3N(C(=O)C=3C=C1CCCC1=CC3)C